NCC(C[Si](C)(C)OC)C 3-amino-2-methyl-propyl(methoxydimethylsilane)